5-Ethynylpyridin-3-yl 3-[4-(4-chlorothiazol-2-yl)-1H-1,2,3-triazol-1-yl]-3-deoxy-1-thio-α-D-galactopyranoside ClC=1N=C(SC1)C=1N=NN(C1)[C@@H]1[C@H]([C@@H](SC=2C=NC=C(C2)C#C)O[C@@H]([C@@H]1O)CO)O